tert-butyl (1-((4-((1-((2-(2,6-dioxopiperidin-3-yl)-1,3-dioxoisoindolin-5-yl) methyl)azetidin-3-yl)oxy)phenyl)sulfonyl)piperidin-4-yl)carbamate O=C1NC(CCC1N1C(C2=CC=C(C=C2C1=O)CN1CC(C1)OC1=CC=C(C=C1)S(=O)(=O)N1CCC(CC1)NC(OC(C)(C)C)=O)=O)=O